C(#N)C1=[N+](ON=C1)[O-] 3-cyano-1,2,5-oxadiazole 2-oxide